tert-butyl 3-(3-chloro-2-methylphenyl)-3-[(3-cyclopropyl-8-fluoro-4-oxoquinazolin-6-yl)amino]azetidine-1-carboxylate ClC=1C(=C(C=CC1)C1(CN(C1)C(=O)OC(C)(C)C)NC=1C=C2C(N(C=NC2=C(C1)F)C1CC1)=O)C